triethoxypropenyl-silane C(C)OC(C=C[SiH3])(OCC)OCC